ClC1=C(C=CC=C1)[Mg]Br o-chlorophenyl-magnesium bromide